C(C)C(C(=O)O)(OC1=CC=CC=C1)F ethyl-(fluorophenoxyacetic acid)